CCCCCCCC[Al](CCCCCCCC)CCCCCCCC tri-n-octylaluminium